FC=1C=C(C=CC1OC)C1=CN=C2N1C=CN=C2NC2=CC(=C(C(=O)N(CCCCC(N1CCNCC1)=O)C)C=C2)C 4-[[3-(3-fluoro-4-methoxyphenyl)imidazo[1,2-a]pyrazin-8-yl]amino]-N,2-dimethyl-N-(5-oxo-5-piperazin-1-ylpentyl)benzamide